C(=C)C1=CC=C(CC=2C(=C3NC2C=C2C=CC(=N2)C=C2C=CC(N2)=CC=2C=CC(N2)=C3)C3=NC=CC=C3)C=C1 (4-vinylbenzyl)-pyridylporphyrin